2H-[1,3']bipyridinyl-3-ol N1(CC(=CC=C1)O)C=1C=NC=CC1